FC1=CC=2N=CN=C(C2N=C1N1CCN(CC1)C(=O)OC(C)(C)C)NC1=CC(=C(C=C1)OC1=CC2=C(N(N=N2)C)C=C1)C tert-butyl 4-[7-fluoro-4-[3-methyl-4-(1-methylbenzotriazol-5-yl)oxy-anilino]pyrido[3,2-d]pyrimidin-6-yl]piperazine-1-carboxylate